tert-butyl N-hydroxy-N-[(1S)-1-(6-cyanopyridazin-4-yl)-3-hydroxy-propyl]carbamate ON(C(OC(C)(C)C)=O)[C@@H](CCO)C1=CN=NC(=C1)C#N